ClC1=CC=C2C=C(N(C2=C1)CC)C=1OC=NN1 2-(6-chloro-1-ethyl-1H-indol-2-yl)-1,3,4-oxadiazole